C(CCCCCCCCCCCC)C1(CC1)C(=O)O tridecylcyclopropanecarboxylic acid